(R)-N-(2-fluoro-3-hydroxy-3-methylbutyl)-2-(imidazo[1,2-a]pyridin-6-yl)-4-(isopropylamino)thieno[2,3-b]pyridine-5-carboxamide F[C@H](CNC(=O)C=1C(=C2C(=NC1)SC(=C2)C=2C=CC=1N(C2)C=CN1)NC(C)C)C(C)(C)O